ClC(C)(C1CC1)Cl 1,1-dichloro-1-cyclopropylethane